BrC1=CC=C(CS(=O)(=O)C2=NC=3N(C(N(C(C3N2C)=O)C)=O)C)C=C1 8-((4-bromobenzyl)sulfonyl)-1,3,7-trimethyl-1H-purine-2,6(3H,7H)-dione